CN1C(N\C(\C1=O)=C/C=1C=C2N=CC=NC2=CC1)=S (5Z)-3-methyl-5-(quinoxalin-6-ylmethylene)-2-thioxo-imidazolin-4-one